[O-]CC.[Al+3].S1C=CC=C1.S1C=CC=C1.[O-]CC.[O-]CC dithiophene aluminum ethoxide